N1CCC2=CC(=CC=C12)C=1CCN(CC1)C(=O)[O-] 4-indolin-5-yl-3,6-dihydro-2H-pyridine-1-carboxylate